1-(4-(4-(4-(2-amino-4-(difluoromethyl)pyrimidin-5-yl)-6-morpholino-1,3,5-triazin-2-yl)piperazine-1-carbonyl)piperidin-1-yl)prop-2-en-1-one NC1=NC=C(C(=N1)C(F)F)C1=NC(=NC(=N1)N1CCOCC1)N1CCN(CC1)C(=O)C1CCN(CC1)C(C=C)=O